C1(C=CC=C1)[Ti](C1=C(C(=CC=C1F)CC(C)N1C=CC=C1)F)(C1=C(C(=CC=C1F)CC(C)N1C=CC=C1)F)C1C=CC=C1 di(cyclopentadienyl)-bis[2,6-difluoro-3-(2-(1H-pyrrol-1-yl)propyl)phenyl]titanium